C(=C)[Si](OC(C)=O)(OC(C)=O)OC(C)=O Vinyl-Triacetoxysilan